C(N)(=O)C1=C(C=NC=C1)NC(CCC(=O)O)=O 4-[(4-carbamoyl-3-pyridyl)amino]-4-oxo-butyric acid